(1r,4r)-N-(2-(4,4-difluorocyclohexyl)-4-(2,5-difluorophenyl)pyridin-3-yl)-4-methoxycyclohexane-1-carboxamide FC1(CCC(CC1)C1=NC=CC(=C1NC(=O)C1CCC(CC1)OC)C1=C(C=CC(=C1)F)F)F